2-hexyldecyl adipate C(CCCCC(=O)[O-])(=O)OCC(CCCCCCCC)CCCCCC